CC(C#N)(C)C1=NC=C(C=C1)NCC#CC=1N(C2=CC=CC(=C2C1)NC1CCN(CC1)CC(F)(F)F)CC(F)(F)F 2-methyl-2-[5-({3-[1-(2,2,2-trifluoroethyl)-4-{[1-(2,2,2-trifluoroethyl)piperidin-4-yl]amino}-1H-indol-2-yl]prop-2-yn-1-yl}amino)pyridin-2-yl]propanenitrile